3-(azetidin-1-yl)-N-(2,2,2-trifluoro-1-(4-fluorophenyl)ethyl)propanamide N1(CCC1)CCC(=O)NC(C(F)(F)F)C1=CC=C(C=C1)F